NC=1C(=CC(=C(C(=O)OCC2=CC=CC=C2)C1)Cl)F Benzyl 5-amino-2-chloro-4-fluorobenzoate